t-butyl [(2-chloropyrimidin-5-yl)oxy]acetate ClC1=NC=C(C=N1)OCC(=O)OC(C)(C)C